FC1=C(C=C(C(=C1)B1OC(C(O1)(C)C)(C)C)F)N1CCC(CC1)C1=C(C=C(C=C1)NC1C(NC(CC1)=O)=O)F 3-((4-(1-(2,5-Difluoro-4-(4,4,5,5-tetramethyl-1,3,2-dioxaborolan-2-yl)phenyl)piperidin-4-yl)-3-fluorophenyl)amino)piperidine-2,6-dione